ClC1=NC=C(C(=N1)NC1=C(C=CC=C1)S(=O)(=O)C)Cl 2,5-dichloro-N-(2-(methylsulfonyl)phenyl)pyrimidin-4-amine